CSC=1C=2N(C=CC1)C(=NC2)C(C)(C)N 2-(8-(methylthio)imidazo[1,5-a]pyridin-3-yl)propan-2-amine